1,2-dihydroxymentholide OC1(C(C(C(CC1)C(C)C)[O-])O)C